5-Amino-3-[4-[[(5-fluoro-2-methoxy-benzoyl)amino]methyl]phenyl]-1-(1-tetrahydropyran-4-ylethyl)pyrazole-4-carboxamide NC1=C(C(=NN1C(C)C1CCOCC1)C1=CC=C(C=C1)CNC(C1=C(C=CC(=C1)F)OC)=O)C(=O)N